CC1(CCS(CC1)(=O)=O)NC(=O)C1=NN2C(C=C(C=C2)OC2=NC=CC=C2OCC(F)(F)F)=C1 N-(4-Methyl-1,1-dioxidotetrahydro-2H-thiopyran-4-yl)-5-((3-(2,2,2-trifluoroethoxy)pyridin-2-yl)oxy)pyrazolo[1,5-a]pyridine-2-carboxamide